(S)-N-(2-(4,4-difluorocyclohexyl)-4-(2,5-difluorophenyl)pyridin-3-yl)-2-(2-methoxypropoxy)pyrimidine-5-carboxamide FC1(CCC(CC1)C1=NC=CC(=C1NC(=O)C=1C=NC(=NC1)OC[C@H](C)OC)C1=C(C=CC(=C1)F)F)F